NC1=NC=NC=2C3=C(CC(C12)(C)C)C(=C(C=C3)O[C@@H]3CC[C@H](CC3)NC(OC(C)(C)C)=O)N tert-butyl N-[trans-4-[(4,7-diamino-5,5-dimethyl-6H-benzo[h]quinazolin-8-yl)oxy]cyclohexyl]carbamate